NC1CCC(CC1)NC1=NC=CC(=N1)C=1C(=NC=CC1)NC1=C(C=C(C=C1)NS(=O)(=O)C1=C(C=CC=C1)Cl)F N-[4-[[3-[2-[(4-aminocyclohexyl)amino]pyrimidin-4-yl]-2-pyridyl]amino]-3-fluoro-phenyl]-2-chlorobenzenesulfonamide